cis-1-(2-(1-methyl-1H-pyrazol-4-yl)thieno[2,3-d]pyrimidin-6-yl)-3-(trifluoromethyl)cyclobutanol CN1N=CC(=C1)C=1N=CC2=C(N1)SC(=C2)C2(CC(C2)C(F)(F)F)O